6-(3-isopropyl-5-(1-(oxetan-3-yl)piperidin-4-yl)-1H-indol-2-yl)-[1,2,3]triazolo[1,5-a]pyridine C(C)(C)C1=C(NC2=CC=C(C=C12)C1CCN(CC1)C1COC1)C=1C=CC=2N(C1)N=NC2